3-(benzyloxy)-5-methyl-1H-pyrazole C(C1=CC=CC=C1)OC1=NNC(=C1)C